C[C@H]1N([C@@H](CC1)C)C(=O)N[C@H](C(=O)O)CCN(CCCCC1=NC=2NCCCC2C=C1)C[C@@H](C)OC (2S)-2-[[(2R,5R)-2,5-dimethylpyrrolidine-1-carbonyl]amino]-4-[[(2R)-2-methoxypropyl]-[4-(5,6,7,8-tetrahydro-1,8-naphthyridin-2-yl)butyl]amino]butanoic acid